1-(5-mesityl-1H-pyrrol-2-yl)-N,N-dimethylmethanamine C1(=C(C(=CC(=C1)C)C)C1=CC=C(N1)CN(C)C)C